NCCCCN(CCC(=O)O)C=1SC(=C(N1)C1=CC(=C(C=C1)Cl)Cl)CC(C)C 3-((4-aminobutyl)(4-(3,4-dichlorophenyl)-5-isobutylthiazol-2-yl)amino)propionic acid